6-chloro-N-[5-(2,2-difluoroethoxy)-4,6-dimethoxy-pyrimidin-2-yl]-5-fluoro-7-(2-pyrimidyl)-1H-indole-3-sulfonamide ClC1=C(C=C2C(=CNC2=C1C1=NC=CC=N1)S(=O)(=O)NC1=NC(=C(C(=N1)OC)OCC(F)F)OC)F